C(C)(C)(C)OC(N(CC[C@H](CSC1=CC=CC=C1)NC1=C(C=C(C=C1)S(N)(=O)=O)[N+](=O)[O-])C)=O.COC=1C=C(C=CC1)C1=C(C(=O)NC2=CC3=C(NC(N3)=O)C=C2)C=CC=N1 2-(3-Methoxyphenyl)-N-(2-oxo-2,3-dihydro-1H-benzo[d]imidazol-5-yl)nicotinamide (R)-tert-butyl-methyl(3-((2-nitro-4-sulfamoylphenyl)amino)-4-(phenylthio)butyl)carbamate